2-oxa-7-azaspiro[3.5]nonane hemi-oxalate C(C(=O)O)(=O)O.C1OCC12CCNCC2.C2OCC21CCNCC1